2-[4-[5-Amino-4-cyano-1-(2-methoxy-1,1-dimethyl-ethyl)pyrazol-3-yl]phenyl]acetic acid NC1=C(C(=NN1C(COC)(C)C)C1=CC=C(C=C1)CC(=O)O)C#N